tert-butyl (3R,4S)-4-((4-(3-(2,6-dioxopiperidin-3-yl)-1-methyl-1H-indazol-6-yl)piperazin-1-yl)methyl)-3-fluoropiperidine-1-carboxylate O=C1NC(CCC1C1=NN(C2=CC(=CC=C12)N1CCN(CC1)C[C@H]1[C@H](CN(CC1)C(=O)OC(C)(C)C)F)C)=O